ClC1C(N(C1C1=CC(=CC=C1)Br)C1C2(CC3CC(CC1C3)C2)C(=O)N)=O (3-chloro-4-(3-bromophenyl)-2-azetidinon-1-yl)adamantanecarboxamide